FC(C1=NC=CC(=C1)NC=1C2=C(N=CN1)C=CC(=N2)N2CC1(CCN1C(=O)OC(C)(C)C)C2)(F)F tert-Butyl 6-(4-((2-(trifluoromethyl)pyridin-4-yl)amino)pyrido[3,2-d]pyrimidin-6-yl)-1,6-diazaspiro[3.3]heptane-1-carboxylate